FC1=CC2=C(C(=NO2)C2CCN(CC2)CCC2=C(N=C3N(C2=O)CCCC3O)C)C=C1 3-[2-[4-(6-fluoro-1,2-benzisoxazol-3-yl)-1-piperidinyl]-ethyl]-6,7,8,9-tetrahydro-9-hydroxy-2-methyl-4H-pyrido[1,2-a]pyrimidin-4-one